C(C)(=O)C1=C(C2=C(N=C(N=C2)NC2=NC=C(C=C2)N2CC3=CC=C(C=C3C2)CO)N(C1=O)C1CCCC1)C 6-acetyl-8-cyclopentyl-2-[[5-[5-(hydroxymethyl)isoindolin-2-yl]-2-pyridyl]amino]-5-methyl-pyrido[2,3-d]pyrimidin-7-one